2,6-dimethyl-1-(2-hydroxyethyl)piperazine CC1N(C(CNC1)C)CCO